[P].OC1=CC=C(C=C1)C(=O)C=1C2=C(SC1C1=CC=C(C=C1)O)C=C(C=C2)O (4-hydroxyphenyl)(6-hydroxy-2-(4-hydroxyphenyl)benzo[b]thiophene-3-yl)methanone phosphorus